5-chloro-6-methyl-2-oxo-1H-pyridine-3-carbonitrile ClC=1C=C(C(NC1C)=O)C#N